FCOC1=CC=C(C=C1)[N+](=O)[O-] p-fluoromethoxynitrobenzene